FC1(CCC(CC1)C1=NC=CC(=C1NC(C1=CN=C(C=C1)[C@@H]1OCC(CC1)(F)F)=O)C1=C(C=CC(=C1)F)F)F |r| rac-N-(2-(4,4-difluorocyclohexyl)-4-(2,5-difluorophenyl)pyridin-3-yl)-6-(5,5-difluorotetrahydro-2H-pyran-2-yl)nicotinamide